NC1=C(C=CC(=C1)N)B(O)O 2,4-Diaminophenylboronic acid